9H-carbazole-3-formamide C1=CC(=CC=2C3=CC=CC=C3NC12)C(=O)N